C1(=CC=CC=C1)S(=O)(=O)N1C=CC=2C1=NC=C1C2N(C(=N1)[C@@H](C)O)[C@@H]1CN(CC1)CCCC(F)(F)F (R)-1-(6-(benzenesulfonyl)-1-((S)-1-(4,4,4-trifluorobutyl)pyrrolidin-3-yl)-1,6-dihydroimidazo[4,5-d]pyrrolo[2,3-b]pyridin-2-yl)ethanol